5-chloro-N-((1S,4r)-4-((3-(6-((S)-2-hydroxypropoxy)pyridin-3-yl)-2-oxo-2,3-dihydro-1H-benzo[d]imidazol-1-yl)methyl)cyclohexyl)-2-(trifluoromethyl)nicotinamide ClC=1C=NC(=C(C(=O)NC2CCC(CC2)CN2C(N(C3=C2C=CC=C3)C=3C=NC(=CC3)OC[C@H](C)O)=O)C1)C(F)(F)F